N-[4-(4-bromophenoxy)-3-sulfamoylphenyl]-2-(2-chlorophenyl)acetamide BrC1=CC=C(OC2=C(C=C(C=C2)NC(CC2=C(C=CC=C2)Cl)=O)S(N)(=O)=O)C=C1